2-(1,4-dioxaspiro[4.5]decan-8-yl)nicotinaldehyde O1CCOC12CCC(CC2)C2=C(C=O)C=CC=N2